5-(2-furoyl)amino-3-(1-neopentyl-1,2,3,6-tetrahydropyridin-4-yl)-1H-indole O1C(=CC=C1)C(=O)NC=1C=C2C(=CNC2=CC1)C=1CCN(CC1)CC(C)(C)C